1-(1,3-thiazol-4-carbonyl)-1H-pyrazol-5-amine S1C=NC(=C1)C(=O)N1N=CC=C1N